C(CCC)OC(NS(=O)(=O)C=1SC(=CC1C1=CC(=C(C=C1)CN1C(=NC=C1)C)C#N)CC(C)C)=O ((3-(3-cyano-4-((2-methyl-1H-imidazol-1-yl)methyl)phenyl)-5-isobutylthiophene-2-yl)sulfonyl)carbamic acid butyl ester